[Cl-].C(N)(=O)C=1N=CC(=NC1)N1N=CN=C1[C@H](C)[NH3+] [(1S)-1-[2-(5-carbamoylpyrazin-2-yl)-1,2,4-triazol-3-yl]ethyl]ammonium chloride